[SeH]C=1SC(=CC1)[SeH] 2,5-dihydroselenothiophene